7-(9-(but-2-ynoyl)-7-oxo-3,9-diazabicyclo[3.3.1]nonan-3-yl)-10-(2,4-difluorophenyl)-9-(trifluoromethyl)-2,3-dihydro-5H-[1,4]thiazino[2,3,4-ij]quinazolin-5-one C(C#CC)(=O)N1C2CN(CC1CC(C2)=O)C2=NC(N1C3=C(C(=C(C=C23)C(F)(F)F)C2=C(C=C(C=C2)F)F)SCC1)=O